FC(C1=CC=CS1)(F)F 5-trifluoromethylthiophen